FC1(CC2(CCCN2C1)CO)F (2,2-Difluoro-tetrahydro-1H-pyrrolizin-7a(5H)-yl)methanol